Cl.N1CC(C1)C(=O)N1CCN(CC1)C(=O)C1=C(C=C(C=C1)NC=1C=2N(C=CN1)C(=CN2)C2=CC(=C(C=C2)OC)F)C [4-(azetidine-3-carbonyl)piperazin-1-yl]-[4-[[3-(3-fluoro-4-methoxy-phenyl)imidazo[1,2-a]pyrazin-8-yl]amino]-2-methyl-phenyl]methanone hydrochloride